C[C@@]12OC[C@@](CC1)(C2)C(=O)O (1R,4R)-1-methyl-2-oxabicyclo[2.2.1]heptane-4-carboxylic acid